FC=1C=C(C=CC1F)N1[C@@H](CCC1=O)C(=O)NC1=C(C=CC(=C1)C=1C(=NOC1C)C)NC1CC(C1)O (S)-1-(3,4-difluorophenyl)-N-(5-(3,5-dimethylisoxazol-4-yl)-2-(((1r,3S)-3-hydroxycyclobutyl)amino)phenyl)-5-oxopyrrolidine-2-carboxamide